ethyl 5-[(Z)-2-{6-[(cyclopropylmethyl) amino] pyridin-3-yl}-2-fluoroethyl]-6-methylpyridine-3-carboxylate C1(CC1)CNC1=CC=C(C=N1)C(CC=1C=C(C=NC1C)C(=O)OCC)F